COC(OC)OC.FC=1C=C(C2=C(CNS(O2)(=O)=O)C1)C=1C=C2C=NC(C2=CC1)=O 5-(6-fluoro-2,2-dioxo-3,4-dihydrobenzo[e][1,2,3]oxathiazin-8-yl)isoindol-1-one trimethyl-orthoformate